C(CC)C1=CC(=NC(=C1)C(=O)OC)C(=O)OC dimethyl 4-propylpyridine-2,6-dicarboxylate